CC1=NC=CC(=C1)C=1C=CC(=C(C1)O)C1=CN=C(N=N1)N1CC(NCC1)C(C)C 5-(2-methylpyridin-4-yl)-2-{3-[3-(propan-2-yl)piperazin-1-yl]-1,2,4-triazin-6-yl}phenol